1-(5-(4-chloro-3-cyclopropyl-1H-pyrrolo[2,3-b]pyridin-5-yl)-2-(methylsulfonyl)phenyl)tetrahydropyrimidin-2(1H)-one ClC1=C2C(=NC=C1C=1C=CC(=C(C1)N1C(NCCC1)=O)S(=O)(=O)C)NC=C2C2CC2